1-(2-{[6-(6-fluoro-2-methoxyphenyl)imidazo[1,2-a]pyrazin-8-yl]amino}phenyl)hexahydropyridin-4-amine hydrochloride Cl.FC1=CC=CC(=C1C=1N=C(C=2N(C1)C=CN2)NC2=C(C=CC=C2)N2CCC(CC2)N)OC